N,N'-bis(β-hydroxyethyl)-N,N'-bis(4-aminophenyl)tetramethylenediamine OCCN(CCCCN(C1=CC=C(C=C1)N)CCO)C1=CC=C(C=C1)N